Calcium caprylat C(CCCCCCC)(=O)[O-].[Ca+2].C(CCCCCCC)(=O)[O-]